(2R,6R)-6-(butylsulfanyl)-2-methyl-2H-pyran-3(6H)-one C(CCC)S[C@@H]1C=CC([C@H](O1)C)=O